5-Fluoro-6-(2-methoxyethoxy)-3-(3-{6-[3-(morpholin-4-yl)azetidin-1-yl]pyridin-3-yl}-1,2-oxazol-5-yl)-1H-indazol FC=1C=C2C(=NNC2=CC1OCCOC)C1=CC(=NO1)C=1C=NC(=CC1)N1CC(C1)N1CCOCC1